(2,6-dichlorophenyl)-4-(2-hydroxyethoxy)-2-((4-(4-methylpiperazin-1-yl)phenyl)amino)pyrimidine-5-carboxamide ClC1=C(C(=CC=C1)Cl)C1=C(C(=NC(=N1)NC1=CC=C(C=C1)N1CCN(CC1)C)OCCO)C(=O)N